NC=1SC2=C(C1C#N)C(=C(C=C2)F)C=2C1=C(C=3C(=NC(=NC3C2F)OCC2(CC2)N(C)C)N2C3CNCC2CC3)COC1 2-Amino-4-[1-(3,8-diazabicyclo[3.2.1]octan-8-yl)-3-[[1-(dimethylamino)cyclopropyl]methoxy]-5-fluoro-7,9-dihydrofuro[3,4-f]quinazolin-6-yl]-5-fluoro-benzothiophene-3-carbonitrile